tert-butyl (2S,4R)-4-fluoro-2-(imidazole-1-carbonyl)pyrrolidine-1-carboxylate F[C@@H]1C[C@H](N(C1)C(=O)OC(C)(C)C)C(=O)N1C=NC=C1